6-(2-bromoethyl)-trimethylcyclohex-1-ene BrCCC1CCC(C(=C1C)C)C